4-(4-methylpiperazin-1-yl)phenol CN1CCN(CC1)C1=CC=C(C=C1)O